C(C)(C)(C)C1=CC(=NC(=C1)Cl)Cl 4-(tert-butyl)-2,6-dichloropyridine